3-bromo-1-(4-(trifluoromethoxy)phenyl)-1H-1,2,4-triazole BrC1=NN(C=N1)C1=CC=C(C=C1)OC(F)(F)F